3,6-bis(dimethylamino)-9-mesityl-1-methoxy-10-phenylacridine bromide [Br-].CN(C=1C=C(C=2C(C3=CC=C(C=C3N(C2C1)C1=CC=CC=C1)N(C)C)C1=C(C=C(C=C1C)C)C)OC)C